FC(=C(C(F)(F)F)OC(=C(C(F)(F)F)F)C(F)(F)F)C(F)(F)F perfluoromethylpropenyl ether